C(=C)C=1C=C(C=CC1)CCC1=CC(=CC=C1)CCC1=CC(=CC=C1)C=C 1,3-bis(m-vinylphenylethyl)benzene